tert-butyl [3-fluoro-4-({5-[(4-phenoxybenzoyl)amino]pyridin-2-yl}oxy)phenyl]-methylcarbamate FC=1C=C(C=CC1OC1=NC=C(C=C1)NC(C1=CC=C(C=C1)OC1=CC=CC=C1)=O)N(C(OC(C)(C)C)=O)C